COC1=CC=CC=2N1C(=NC2C2=CC(=CC=C2)OC)C2CN(CCC2)C(=O)C2=C(C=CC=C2)OC (3-(5-methoxy-1-(3-methoxyphenyl)imidazo[1,5-a]pyridin-3-yl)piperidin-1-yl)(2-methoxyphenyl)methanone